adenosine disodium diphosphate salt hydrate O.[O-]P([O-])(=O)OP(=O)(O)O.[Na+].[Na+].[C@@H]1([C@H](O)[C@H](O)[C@@H](CO)O1)N1C=NC=2C(N)=NC=NC12